CC1OC2=C(C1)C=CC=C2 1,3-dihydro-2-methyl-benzofuran